N-(5-(but-3-yn-1-yl)-1,3,4-thiadiazol-2-yl)-2-(pyrazolo[1,5-a]pyridin-2-yl)acetamide C(CC#C)C1=NN=C(S1)NC(CC1=NN2C(C=CC=C2)=C1)=O